NC1=C2C(=NC=N1)N(N=C2C2=CC=C(C=C2)OC2=CC=CC=C2)[C@H]2CN(CCC2)C(C(C(C)Br)=C)=O 1-((R)-3-(4-amino-3-(4-phenoxyphenyl)-1H-pyrazolo[3,4-d]pyrimidin-1-yl)piperidin-1-yl)-3-bromo-2-methylenebutan-1-one